FC1=C(C=C2C=CN(C(C2=C1)=O)CCC[C@H](CC(F)(F)F)NC=1C=NNC(C1C(F)(F)F)=O)C1=NC=C(C=N1)C(F)(F)F (R)-7-fluoro-2-(6,6,6-trifluoro-4-((6-oxo-5-(trifluoromethyl)-1,6-dihydropyridazin-4-yl)amino)hexyl)-6-(5-(trifluoromethyl)pyrimidin-2-yl)isoquinolin-1(2H)-one